[N+](=O)([O-])C1(N(N(C=C1)[N+](=O)[O-])[N+](=O)[O-])C(=O)[O-] trinitropyrazolate